C(C)(=O)NC=1C(=NN(C1)C1OCCCC1)C(=O)OC methyl 4-acetamido-1-(tetrahydro-2H-pyran-2-yl)-1H-pyrazole-3-carboxylate